NC=1C(NC2=C3C=CC=NC3=C(C=C2C1C1=C2C=NNC2=C(C=C1)F)N1CCC(CC1)N1CCOCC1)=O 3-amino-4-(7-fluoro-1H-indazol-4-yl)-6-(4-morpholin-4-ylpiperidin-1-yl)-1H-1,7-phenanthrolin-2-one